FC(CN1N=CC=C1CNC(=S)NC(=O)OCC)F 1-((1-(2,2-difluoroethyl)-1H-pyrazol-5-yl)methyl)-3-(ethoxycarbonyl)thiourea